1,5-dimercapto-3-thiapentane SCCSCCS